4-(4-hydroxybutyl)piperidine-1-carboxylic acid tert-butyl ester C(C)(C)(C)OC(=O)N1CCC(CC1)CCCCO